N-(4-cyano-2-fluorophenyl)-3-fluoro-4-nitrobenzamide C(#N)C1=CC(=C(C=C1)NC(C1=CC(=C(C=C1)[N+](=O)[O-])F)=O)F